(3S,4R)-3-acetamido-N-((S)-(2,3-dichloro-6-fluorophenyl)(4-fluorobicyclo[2.2.1]heptan-1-yl)methyl)-4-((4-methoxybenzyl)amino)cyclopentane-1-carboxamide C(C)(=O)N[C@H]1CC(C[C@H]1NCC1=CC=C(C=C1)OC)C(=O)N[C@@H](C12CCC(CC1)(C2)F)C2=C(C(=CC=C2F)Cl)Cl